ClC=1C=C2C(=NC(=NC2=C(C1C1=C(C=CC2=C1N=C(O2)N)C)F)OC[C@]21CCCN1C[C@@H](C2)F)N2CCNCC(C2)(F)F 4-(6-chloro-4-(6,6-difluoro-1,4-diazepan-1-yl)-8-fluoro-2-(((2R,7aS)-2-fluorotetra-hydro-1H-pyrrolizin-7a(5H)-yl)methoxy)quinazolin-7-yl)-5-methylbenzo[d]oxazol-2-amine